C1(=CC=CC=C1)S(=O)(=O)N1C=C(C2=CC=C(C=C12)S)C1=NC(=NC=C1C(F)(F)F)N[C@@H]1CN(CCC1)C(=O)OC(C)(C)C Tert-butyl (3S)-3-[[4-[1-(benzenesulfonyl)-6-sulfanyl-indol-3-yl]-5-(trifluoromethyl) pyrimidin-2-yl]amino]piperidine-1-carboxylate